C(\C=C/CCCCCC)OC(CCCCCCCCN(CCCCCCCC(=O)OCCCCCCCCC)CCO)OC\C=C/CCCCCC nonyl 8-((9,9-bis(((Z)-non-2-en-1-yl)oxy)nonyl)(2-hydroxyethyl)amino)octanoate